C(C)(C)(C)C1=CC=C(C=C1)C#CC1N(CCC2=CC=CC=C12)C1=CC=CC=C1 1-((4-(tert-butyl)phenyl)ethynyl)-2-phenyl-1,2,3,4-tetrahydroisoquinoline